CC(=C[Li])C dimethyl-vinyl-lithium